NC1=NC2=CC(=CC=C2C=C1F)OC[C@@H]1[C@H]([C@H]([C@@H](S1)N1C=CC2=C1N=CN=C2N)O)O 7-[5-O-(2-Amino-3-fluorochinolin-7-yl)-4-thio-beta-D-ribofuranosyl]-7H-pyrrolo[2,3-d]pyrimidin-4-amin